BrC1=CC=C2C(C(COC2=C1)(C)CO)=O 7-Bromo-3-(hydroxymethyl)-3-methylchroman-4-one